7-iodo-8-methoxy-3-(tetrahydro-2H-pyran-4-yl)-[1,2,4]triazolo[4,3-a]pyridine IC1=C(C=2N(C=C1)C(=NN2)C2CCOCC2)OC